2E,6Z,8E-Decatrienoic acid N-([2R]-2-methylbutyl)amide C[C@@H](CNC(\C=C\C=C\C=C/CCC)=O)CC